3-nitro-4-(phenylethynyl)anisole [N+](=O)([O-])C=1C=C(C=CC1C#CC1=CC=CC=C1)OC